5-bromo-N-(4-bromo-6-carbamoyl-2,2-difluoro-1,3-benzodioxol-5-yl)-2-(3-chloro-2-pyridinyl)pyrazole-3-carboxamide BrC=1C=C(N(N1)C1=NC=CC=C1Cl)C(=O)NC1=C(C2=C(OC(O2)(F)F)C=C1C(N)=O)Br